N-(3-(4-(pyridin-2-ylmethyl)piperidin-1-yl)propyl)-1-(3-(4-(trifluoromethoxy)phenyl)-1,2,4-oxadiazol-5-yl)piperidine-4-carboxamide N1=C(C=CC=C1)CC1CCN(CC1)CCCNC(=O)C1CCN(CC1)C1=NC(=NO1)C1=CC=C(C=C1)OC(F)(F)F